seryl-threonine N[C@@H](CO)C(=O)N[C@@H]([C@H](O)C)C(=O)O